3-(2-(phenylseleno)-1-thiocyanovinyl)quinoline C1(=CC=CC=C1)[Se]C=C(SC#N)C=1C=NC2=CC=CC=C2C1